C1=CC=CC=C[CH+]1 7-cycloheptatrienylium